CC(C)C1CCC(CC1)CO 4-(1-methylethyl)cyclohexanemethanol